2-({5-(2,6-dimethoxy-phenyl)-1-[2-isopropyl-4-(methyl-{3-[methyl-(3-methylamino-propyl)-amino]-propyl}-carbamoyl)-phenyl]-1H-pyrazole-3-carbonyl}-amino)-adamantane-2-carboxylic acid COC1=C(C(=CC=C1)OC)C1=CC(=NN1C1=C(C=C(C=C1)C(N(CCCN(CCCNC)C)C)=O)C(C)C)C(=O)NC1(C2CC3CC(CC1C3)C2)C(=O)O